FC(C(C#CC1=NC(=NC(=N1)N[C@@H](C(F)(F)F)C)N[C@@H](C(F)(F)F)C)(C(F)(F)F)C)(F)F 6-(4,4,4-Trifluoro-3-methyl-3-(trifluoromethyl)but-1-yn-1-yl)-N2,N4-bis((R)-1,1,1-Trifluoropropan-2-yl)-1,3,5-triazine-2,4-diamine